C1(CC1)S(=O)(=O)NC1=CC(=NC=C1)[C@@H](CN1CCCC1)NC(=O)C=1SC(=CN1)C1=NC(=CN=C1)OCC (R)-N-(1-(4-(cyclopropanesulphonylamino)pyridin-2-yl)-2-(pyrrolidin-1-yl)ethyl)-5-(6-ethoxypyrazin-2-yl)thiazole-2-carboxamide